(8,8-difluoro-3-azabicyclo[3.2.1]oct-3-yl)(5-(2,4,5-trifluoro-3-hydroxyphenyl)-1,2,4-oxadiazol-3-yl)methanone FC1(C2CN(CC1CC2)C(=O)C2=NOC(=N2)C2=C(C(=C(C(=C2)F)F)O)F)F